(1R)-6-methoxy-1-methyl-4-(phenylthio)-3,4-dihydroisoquinoline-2(1H)-carbaldehyde COC=1C=C2C(CN([C@@H](C2=CC1)C)C=O)SC1=CC=CC=C1